titanocene [CH-]1C=CC=C1.[CH-]1C=CC=C1.[Ti+2]